CC=1N=NN2C1C1=C(C(CC2)NC=2C=C(C=CC2)CC#N)C=C(C=C1)C=1CCNCC1 2-(3-((1-methyl-9-(1,2,3,6-tetrahydropyridin-4-yl)-6,7-dihydro-5H-benzo[c][1,2,3]triazolo[1,5-a]azepin-7-yl)amino)phenyl)acetonitrile